4-((12R,13R)-14-hydroxy-12-methyl-2,5,8,11-tetraoxatetradecan-13-yl)thiomorpholine 1,1-dioxide OC[C@H]([C@H](OCCOCCOCCOC)C)N1CCS(CC1)(=O)=O